2-(4-bromo-1-naphthalenyl)-4,6-diphenyl-[1,3,5]triazine BrC1=CC=C(C2=CC=CC=C12)C1=NC(=NC(=N1)C1=CC=CC=C1)C1=CC=CC=C1